COC(=O)C1=CC(N(C=C1Br)CC(=O)N(C)C)=O 5-bromo-1-(2-(dimethylamino)-2-oxoethyl)-2-oxo-1,2-dihydropyridine-4-carboxylic acid methyl ester